COC(C1=C(C=C(C=C1)C1=NN(C=N1)C1=CC=C(C=C1)C(F)(F)F)F)=O 2-fluoro-4-(1-(4-(trifluoromethyl)phenyl)-1H-1,2,4-triazol-3-yl)benzoic acid methyl ester